N-(1-methyl-4-piperidyl)-4-(trifluoromethyl)pyrrolidin-3-carboxamid CN1CCC(CC1)NC(=O)C1CNCC1C(F)(F)F